1-(3-(2-cyclopropyl-4-iodo-1H-imidazol-1-yl)bicyclo[1.1.1]pentan-1-yl)piperidin-4-one C1(CC1)C=1N(C=C(N1)I)C12CC(C1)(C2)N2CCC(CC2)=O